COC(=O)/C=C/C1C=CC(O)=CC=1 Methyl p-hydroxycinnamate